ClC=1C=C2C(C(=[N+](C2=CC1)C(C)C)\C=C/1\C(C(=C1[O-])\C=C\1/N(C2=CC=C(C=C2C1(C)C)Cl)C(C)C)=C(C#N)C#N)(C)C (Z)-4-((5-chloro-1-isopropyl-3,3-dimethyl-3H-indol-1-ium-2-yl)methylene)-2-(((Z)-5-chloro-1-isopropyl-3,3-dimethylindolin-2-ylidene)methyl)-3-(dicyanomethylene)cyclobut-1-en-1-olate